C12CN(CC(CC1)N2)C2=NC(=NC1=C(C(=C(C(=C21)OC)F)C2=CC=CC1=CC=C(C(=C21)C#C)F)F)OCC2(CC2)CN2[C@@H](COCC2)C (3R)-4-((1-(((4-(3,8-diazabicyclo[3.2.1]octan-3-yl)-7-(8-ethynyl-7-fluoronaphthalen-1-yl)-6,8-difluoro-5-methoxyquinazolin-2-yl)oxy)methyl)cyclopropyl)methyl)-3-methylmorpholine